OC1(CC1)CNC(C1=CC(=CC=C1)CNC1=NC=C(C2=C1CCO2)C2=CC=NC=C2)=O N-((1-hydroxycyclopropyl)methyl)-3-(((7-(pyridin-4-yl)-2,3-dihydrofuro[3,2-c]pyridin-4-yl)amino)methyl)benzamide